ClC1=CC=C(CSC=2OC3=C(N2)C=C(C=C3)C3=CC=CC=C3)C=C1 ((4-chlorobenzyl)thio)-5-phenylbenzo[d]oxazole